1-(3-amino-2,2-difluoro-propyl)-3-[3-cyano-4-[(E)-dimethylaminomethylamino]phenyl]thiourea NCC(CNC(=S)NC1=CC(=C(C=C1)NCN(C)C)C#N)(F)F